1-((1r,4r)-4-((2-(2,6-dioxopiperidin-3-yl)-1,3-dioxoisoindolin-4-yl)amino)cyclohexane-1-carbonyl)piperidine-4-carboxylic acid O=C1NC(CCC1N1C(C2=CC=CC(=C2C1=O)NC1CCC(CC1)C(=O)N1CCC(CC1)C(=O)O)=O)=O